tert-butyl (R)-7-(3-fluorophenoxy)-6-methoxy-1-(2-methoxy-2-oxoethyl)-1-methyl-3,4-dihydroisoquinoline-2(1H)-carboxylate FC=1C=C(OC2=C(C=C3CCN([C@](C3=C2)(C)CC(=O)OC)C(=O)OC(C)(C)C)OC)C=CC1